1-(2,3-dihydro-1-benzofuran-5-yl)-2,3,4,9-tetrahydro-1H-β-carboline O1CCC2=C1C=CC(=C2)C2NCCC=1C3=CC=CC=C3NC21